FC=1C=C(C=CC1)C1=CC=C(C=N1)S(=O)(=O)N1[C@H]([C@@H]2CC[C@H](C1)N2C(=O)OCCOC)C(NO)=O 2-methoxyethyl (1S,2R,5R)-3-((6-(3-fluorophenyl)pyridin-3-yl)sulfonyl)-2-(hydroxycarbamoyl)-3,8-diaza-bicyclo[3.2.1]octane-8-carboxylate